6-(hydroxymethyl)-6-methyl-6,7-dihydro-5H-pyrazolo[5,1-b][1,3]oxazine OCC1(CN2C(OC1)=CC=N2)C